ethyl 2-((1-(2-(4-acetylpiperazin-1-yl)-6-methyl-4-oxo-4H-chromen-8-yl)ethyl)amino)benzoate C(C)(=O)N1CCN(CC1)C=1OC2=C(C=C(C=C2C(C1)=O)C)C(C)NC1=C(C(=O)OCC)C=CC=C1